tert-butyl (S)-4-(7-(3-chloro-4-fluorophenyl)-5-(pyridin-2-yl)-7H-pyrrolo[2,3-d]pyrimidin-4-yl)-3-methylpiperazine-1-carboxylate ClC=1C=C(C=CC1F)N1C=C(C2=C1N=CN=C2N2[C@H](CN(CC2)C(=O)OC(C)(C)C)C)C2=NC=CC=C2